5-[4-[(R)-amino(4,5-dichloro-2-hydroxyphenyl)methyl]piperidine-1-carbonyl]-1H-pyridin-2-one N[C@H](C1CCN(CC1)C(=O)C=1C=CC(NC1)=O)C1=C(C=C(C(=C1)Cl)Cl)O